6-amino-2,3-dihydro-1,3-benzoxazol-2-one NC1=CC2=C(NC(O2)=O)C=C1